1-[(3R*)-3-{2-[4-(trifluoromethyl)phenyl]ethynyl}pyrrolidin-1-yl]prop-2-en-1-one FC(C1=CC=C(C=C1)C#C[C@@H]1CN(CC1)C(C=C)=O)(F)F |o1:10|